C(#N)C1=CC=C(CNC(=O)C=2C(N(C3=C(N=CC=C3C2)OCC2(CC2)S(=O)(=O)N2C(OCC2)=O)C)=O)C=C1 N-(4-cyanobenzyl)-1-methyl-2-oxo-8-((1-((2-oxooxazolidin-3-yl)sulfonyl)cyclopropyl)methoxy)-1,2-dihydro-1,7-naphthyridine-3-carboxamide